FC1(CCC(CC1)[C@H](NC(=O)C=1N(N=CN1)C(C)C)C1=NC2=C(N1)C=CC(=C2F)[C@@H](CC(F)F)C(NCC(C)(F)F)=O)F N-[(S)-(4,4-Difluorocyclohexyl){5-[(1R)-1-(2,2-Difluoropropylcarbamoyl)-3,3-Difluoro-propyl]-4-fluoro-1H-benzimidazol-2-yl}methyl]-2-isopropyl-1,2,4-triazole-3-carboxamide